(2S,3R)-2,3-dimethylazetidin-3-ol (R)-camphorsulfonic acid salt [C@@]12(C(=O)CC(CC1)C2(C)C)CS(=O)(=O)O.C[C@@H]2NC[C@]2(O)C